BrC1=C(C(=C2C(=NC(=NC2=C1F)SC)Cl)F)I 7-bromo-4-chloro-5,8-difluoro-6-iodo-2-(methylthio)quinazoline